4-((4-(2-Ethylthiazol-5-yl)pyridin-2-yl)((4-(4-methoxy-3-methylphenyl)bicyclo[2.2.2]octan-1-yl)methyl)carbamoyl)cyclohexyl-3-(hydroxymethyl)azetidine C(C)C=1SC(=CN1)C1=CC(=NC=C1)N(C(=O)C1CCC(CC1)N1CC(C1)CO)CC12CCC(CC1)(CC2)C2=CC(=C(C=C2)OC)C